5-(1-(2,2-difluoroethyl)-2-methyl-1H-imidazo[4,5-b]pyridin-6-yl)-4-methoxy-N-((4s,7s)-1-oxaspiro[3.5]nonan-7-yl)-7H-pyrrolo[2,3-d]pyrimidin-2-amine FC(CN1C(=NC2=NC=C(C=C21)C2=CNC=1N=C(N=C(C12)OC)NC1CCC2(CCO2)CC1)C)F